2-(5-(8-methoxy-[1,2,4]triazolo[1,5-a]pyridin-6-yl)-4-(2,2,2-trifluoroethyl)-1H-pyrazol-3-yl)-4-methyl-5-(6-(tetrahydro-2H-pyran-4-yl)-2,6-diazaspiro[3.3]hept-2-yl)thiazole COC=1C=2N(C=C(C1)C1=C(C(=NN1)C=1SC(=C(N1)C)N1CC3(C1)CN(C3)C3CCOCC3)CC(F)(F)F)N=CN2